Cl.OB(CCCC[C@]1(NC[C@@H]2N(CC[C@@H]21)C)C(=O)O)O (3aS,4R,6aR)-4-(4-dihydroxyboryl-butyl)-1-methyl-octahydropyrrolo[3,4-b]pyrrole-4-carboxylic acid hydrochloride